5-hexyl-5-methyl-oxolan-2-one C(CCCCC)C1(CCC(O1)=O)C